C(=CCCCCCCCCCCCCCCCCC)C=1N(C=CN1)CCCCCCCCCCCCCCCCCC 2-(nonadecen-1-yl)-1-octadecylimidazole